CC1=C(C(=CC=C1)C)NC(C(=O)OC)C methyl 2,6-dimethylphenylaminopropionate